NC1=NNC2=CC(=CC=C12)C(=O)N1CCC2(CC1)C(N(C1=CC=C(C(=C12)Cl)F)CC(=O)NCC(F)(F)F)=O 2-[1'-(3-amino-1H-indazole-6-carbonyl)-4-chloro-5-fluoro-2-oxospiro[indole-3,4'-piperidin]-1-yl]-N-(2,2,2-trifluoroethyl)acetamide